CC1=CC(=C(C=N1)OC1CCC(CC1)O)C1=CC=2N(C=C1)N=C(C2)NC2=NN(C=C2)C 4-[[6-methyl-4-[2-[(1-methylpyrazol-3-yl)amino]pyrazolo[1,5-a]pyridin-5-yl]-3-pyridyl]oxy]cyclohexanol